COC1=CC=C2C(=N1)NC=C2C2CCN(CC2)C=2C=CC1=C(N=C(O1)N1CCOCC1)C2 5-(4-(6-methoxy-1H-pyrrolo[2,3-b]pyridin-3-yl)piperidin-1-yl)-2-morpholinobenzo[d]oxazole